C1(CCCC1)C1=CN=CC(=N1)NC=1C(=NOC1C1=CC=C(C(=N1)C)NC(=O)[C@@H]1[C@H](CCCC1)C(=O)OC(C)(C)C)C tert-butyl (1S,2S)-2-((6-(4-((6-cyclopentylpyrazin-2-yl)amino)-3-methylisoxazol-5-yl)-2-methylpyridin-3-yl)carbamoyl)cyclohexane-1-carboxylate